tert-butyl N-{5-[5-(4-chlorophenyl)-5H,6H,7H-pyrrolo[2,1-c][1,2,4]triazol-3-yl]-1H-indazol-3-yl}-N-methylcarbamate ClC1=CC=C(C=C1)C1CCC2=NN=C(N21)C=2C=C1C(=NNC1=CC2)N(C(OC(C)(C)C)=O)C